ClC1=C(CNC(OC(C)(C)C)=O)C=CC(=C1F)C1=NC=NN2C1=CC(=C2)N2CCOCC2 tert-butyl (2-chloro-3-fluoro-4-(6-morpholinopyrrolo[2,1-f][1,2,4]triazin-4-yl)benzyl)carbamate